O[C@H](CN1N=CC(=C1)C#N)C[C@H]1CC[C@H]2[C@@H]3CC[C@@H]4C[C@](CC[C@@H]4[C@H]3CC[C@]12C)(C)O 1-((S)-2-hydroxy-3-((3R,5R,8R,9R,10S,13R,14S,17R)-3-hydroxy-3,13-dimethylhexadecahydro-1H-cyclopenta[a]phenanthren-17-yl)propyl)-1H-pyrazole-4-carbonitrile